CN(C1=CC(=C(C=NO)C=C1)Cl)C 4-(dimethylamino)chlorobenzaldehyde oxime